C[SiH2]CCl methyl-chloromethyl-silane